ClC=1C=C(C=CC1Cl)C(=O)N1CC=2C(=NN3C2C=2C(CC(C3)OC)=CON2)CC1 (3,4-Dichlorophenyl)(5-methoxy-5,6,9,10-tetrahydro-4H-isoxazolo[3,4-c]pyrido[4',3':3,4]-pyrazolo[1,5-a]azepin-11(12H)-yl)methanone